C(CCCCCCCCCCS)S undecane-1,11-dithiol